4-((2S)-2-(fluoromethyl)-4-(4-(trifluoromethyl)phenyl)pyrrolidin-1-yl)benzoic acid FC[C@H]1N(CC(C1)C1=CC=C(C=C1)C(F)(F)F)C1=CC=C(C(=O)O)C=C1